4-((4-(2,4-difluorophenoxy)-3-(6-methyl-7-oxo-6,7-dihydro-1H-pyrrolo[2,3-c]pyridin-4-yl)phenyl)amino)butyric acid FC1=C(OC2=C(C=C(C=C2)NCCCC(=O)O)C=2C3=C(C(N(C2)C)=O)NC=C3)C=CC(=C1)F